FC(C1=NN=C(O1)C1=CC(=C(CN2C(N(C3=C2C=CC=C3)CCN3CCOCC3)=O)C=C1)F)F 1-(4-(5-(difluoromethyl)-1,3,4-oxadiazole-2-yl)-2-fluorobenzyl)-3-(2-morpholinoethyl)-1,3-dihydro-2H-benzo[d]imidazole-2-one